C(C)(C)(C)OOC(C)(CCC(C)(C)OOC(C)(C)C)C 2,5-di(tert-butylperoxy)-2,5-di-methylhexane